C(C)(C)(C)OC(=O)N1[C@@H](CN(CC1)C1=C2C(=NC=N1)N(N=C2Br)C2=CC(=CC(=C2)F)F)C (R)-4-(3-bromo-1-(3,5-difluorophenyl)-1H-pyrazolo[3,4-d]pyrimidin-4-yl)-2-methylpiperazine-1-carboxylic acid tert-butyl ester